tert-butyl 2'-(difluoromethyl)-6-(hydrazinocarbonyl)-5'-methoxy-[4,4'-bipyridine]-3-carboxylate FC(C1=NC=C(C(=C1)C1=C(C=NC(=C1)C(=O)NN)C(=O)OC(C)(C)C)OC)F